4-Benzyl-6,6-difluoro-4-azaspiro[2.5]octane C(C1=CC=CC=C1)N1C2(CC2)CCC(C1)(F)F